tert-butyl (5-exo-norbornenecarbonylthio)acetate C12C=CC(C(C1)C(=O)SCC(=O)OC(C)(C)C)C2